ClC=1C=C(C=CC1F)NC(=O)C=1C(=C(N2CCCC12)C(C(N[C@H](C(F)(F)F)C)=O)=O)C (S)-N-(3-chloro-4-fluorophenyl)-6-methyl-5-(2-oxo-2-((1,1,1-trifluoropropan-2-yl)amino)acetyl)-2,3-dihydro-1H-pyrrolizine-7-carboxamide